α-pentenyl-glycine C(=CCCC)C(N)C(=O)O